(S)-8-Methyl-4-((R)-3-(methylamino)pyrrolidin-1-yl)-6,7,8,9-tetrahydropyrimido[5,4-b][1,4]oxazepin-2-amine C[C@@H]1NC2=C(OCC1)C(=NC(=N2)N)N2C[C@@H](CC2)NC